(S)-2-amino-N-(4-(3-methoxypyridin-4-yl)phenyl)-3,3-diphenylpropanamide di-Hydrochloride salt Cl.Cl.N[C@H](C(=O)NC1=CC=C(C=C1)C1=C(C=NC=C1)OC)C(C1=CC=CC=C1)C1=CC=CC=C1